3-((3,4-dimethylphenyl)amino)-4-nitrobenzonitrile CC=1C=C(C=CC1C)NC=1C=C(C#N)C=CC1[N+](=O)[O-]